NC=1C2=C(N=CN1)N(C(=C2)C=2C(=NC(=CC2)Cl)CCC(=O)OC)COCC[Si](C)(C)C methyl 3-[3-(4-amino-7-{[2-(trimethylsilyl)ethoxy] methyl}-7H-pyrrolo[2,3-d]pyrimidin-6-yl)-6-chloropyridin-2-yl]propanoate